FC1=CC=C(C=C1)S(=O)(=O)NC=1C=C(C=CC1O)NC(=O)C1=CC=C(C=C1)C1=C(C=CC=C1)OC(F)(F)F N-(3-((4-fluorophenyl)sulfonylamino)-4-hydroxyphenyl)-2'-(trifluoromethoxy)-[1,1'-biphenyl]-4-carboxamide